C(CCCCCC)C1=C(C=CC=C1O)O 2-Heptylbenzene-1,3-diol